ClC1=C(C(=O)N2COC3=C(C2)C=CC=C3C3=CC(=C(C(=O)O)C=C3F)N3CCOCC3)C=C(C(=C1)N1CCN(CC1)C)OC 4-[3-[2-Chloro-5-methoxy-4-(4-methylpiperazin-1-yl)benzoyl]-2,4-dihydro-1,3-benzoxazin-8-yl]-5-fluoro-2-morpholin-4-ylbenzoic acid